C(CCCCCCCCCCCCCC)(=O)OC[C@@H](OC(CCCCCCCCCCCCCC)=O)COP(=O)(O)OCCN 1,2-dipentadecyloyl-sn-glycero-3-phosphoethanolamine